ClC1=CC(=C(C=C1)[C@@]1(OC2=C(O1)C=CC=C2C2CCN(CC2)CC2=NC1=C(C=NC(=C1)C(=O)NC)N2C[C@H]2OCC2)C)F 2-((4-((S)-2-(4-chloro-2-fluorophenyl)-2-methylbenzo[d][1,3]dioxol-4-yl)piperidin-1-yl)methyl)-N-methyl-3-(((S)-oxetan-2-yl)methyl)-3H-imidazo[4,5-c]pyridine-6-carboxamide